(S)-2-amino-3-(4-(3-(4-(8-chloro-5,6-dihydro-11H-benzo-[5,6]cyclohepta[1,2-b]pyridin-11-ylidene)-piperidin-1-yl)propoxy)phenyl)propionic acid trihydrochloride Cl.Cl.Cl.N[C@H](C(=O)O)CC1=CC=C(C=C1)OCCCN1CCC(CC1)=C1C2=C(CCC=3C1=NC=CC3)C=C(C=C2)Cl